NC=1N=C(SC1C(=O)C1=CC(=NO1)C(=O)N1CCCCC1)N(C1=CC=C(C=C1)F)C(C(=O)N)C (N-[4-amino-5-[3-(piperidine-1-carbonyl)isoxazole-5-carbonyl]thiazol-2-yl]-4-fluoro-anilino)propanamide